CN1N=C(C=C1)N[C@H]1C[C@H](N(CC1)C(=O)OC(C)(C)C)C1=CC=CC=C1 tert-butyl (2s,4r)-4-((1-methyl-1H-pyrazol-3-yl) amino)-2-phenylpiperidine-1-carboxylate